C(CCCCCCCCCCC)P(O)(O)(O)CCCCCCCCCCCC.C(CCCCCCCCCCC)P(O)(O)(O)CCCCCCCCCCCC.C(CCCCCCC)O[Ti](OCCCCCCCC)(OCCCCCCCC)OCCCCCCCC tetraoctyloxytitanium [bis(dilaurylphosphite)]